[Cl-].[Cl-].C1=C(C=CC2=CC=CC=C12)C(=[Zr+2](C1=C(C(=CC=2C3=CC(=C(C=C3CC12)C1=CC=CC=C1)C(C)(C)C)C(C)(C)C)C1=CC=CC=C1)C1C=CC=C1)C1=CC2=CC=CC=C2C=C1 di(2-naphthyl)methylene(cyclopentadienyl)(2,7-diphenyl-3,6-di-t-butylfluorenyl)zirconium dichloride